5-((R)-2-(2,5-difluorophenyl)pyrrolidin-1-yl)-N-((S)-2,3-dihydroxypropyl)pyrazolo[1,5-a]pyrimidine-3-carboxamide FC1=C(C=C(C=C1)F)[C@@H]1N(CCC1)C1=NC=2N(C=C1)N=CC2C(=O)NC[C@@H](CO)O